C1C(C1)C=1C=C(C(=C2C=C(N(C12)C)C(=O)N[C@@]1(COCC1)C1=CC=C(C=C1)CC(=O)O)Cl)Cl |r| 7-(±)-2-Cyclopropyl-2-(4-(3-(4,5-dichloro-1-methyl-1H-indole-2-carboxamido)tetrahydrofuran-3-yl)phenyl)acetic acid